ClC=1C(=C(C#N)C=C(C1)C(C)(C)C1=CC=C(C=C1)OCC1=C(C(=NC=C1)Cl)F)OCCCl 3-chloro-5-(2-(4-((2-chloro-3-fluoropyridin-4-yl)methoxy)phenyl)propan-2-yl)-2-(2-chloroethoxy)benzonitrile